OLEYL-PROPYLENEDIAMINE C(CCCCCCC\C=C/CCCCCCCC)NC(CN)C